FC=1C=C(C=C(C1CN1C(CN(C=2C=NC=3C=C(C=CC3C21)OC)C(CO)=O)=O)F)S(=O)(=O)N 3,5-difluoro-4-((4-(2-hydroxyacetyl)-8-methoxy-2-oxo-3,4-dihydropyrazino[2,3-c]quinolin-1(2H)-yl)methyl)benzenesulfonamide